C1(=CC=CC=C1)C=1N=C(SC1)NC1CC2(CC(C2)OC2=C(C(=O)N)C=CC=N2)C1 2-(((2s,4s,6s)-6-((4-phenylthiazol-2-yl)amino)spiro[3.3]heptan-2-yl)oxy)nicotinamide